benzyl 4-({[5-(tert-butoxy)-5-oxopentyl]oxy}methyl)-4-hydroxypiperidine-1-carboxylate C(C)(C)(C)OC(CCCCOCC1(CCN(CC1)C(=O)OCC1=CC=CC=C1)O)=O